C(C1=CC=CC=C1)NC(C(C1=CC=CC=C1)N(C(C#C)=O)C=1C=C2C=NN(C2=CC1)C)=O N-(2-(Benzylamino)-2-oxo-1-phenylethyl)-N-(1-methyl-1H-indazol-5-yl)-propiolamide